N1=CNC2=NC=CC(=C21)C=2C=NN(C2)C2=CC=C(C=N2)[C@@H](CC(=O)NC)C(F)(F)F (R)-3-(6-(4-(3H-imidazo[4,5-b]pyridin-7-yl)-1H-pyrazol-1-yl)pyridin-3-yl)-4,4,4-trifluoro-N-methylbutanamide